bis(4-tert-butylcyclohexyl)phenol C(C)(C)(C)C1CCC(CC1)C=1C(=C(C=CC1)O)C1CCC(CC1)C(C)(C)C